(S)-2-amino-3-pyridine-propionate dihydrochloride Cl.Cl.NC1=NC=CC=C1CCC(=O)O